2-(5-(1-((1s,2r,3s,5r)-2-fluoro-1,5-dimethyl-8-azabicyclo[3.2.1]oct-3-yl)vinyl)pyrazin-2-yl)-5-(1H-imidazol-1-yl)phenol F[C@H]1[C@@]2(CC[C@](C[C@H]1C(=C)C=1N=CC(=NC1)C1=C(C=C(C=C1)N1C=NC=C1)O)(N2)C)C